p-nitrofluorobenzeneyl-Glutamyl-methionine [N+](=O)([O-])C1=CC=C(C=C1)N([C@@H](CCC(=O)O)C(=O)N[C@@H](CCSC)C(=O)O)F